C1=C(N=NN=N1)N Tetrazine-amine